N6-methyl-2-(1-methyl-1H-imidazol-5-carboxamido)-5-oxohexandiamid CNC(C(CCC(C(=O)N)NC(=O)C1=CN=CN1C)=O)=O